8-chloro-3-(3-((5,7-dimethoxy-4-oxo-2-(3,4,5-trimethoxyphenyl)-4H-chromen-3-yl)oxy)propyl)-6-methyl-quinazolin-4(3H)-one ClC=1C=C(C=C2C(N(C=NC12)CCCOC1=C(OC2=CC(=CC(=C2C1=O)OC)OC)C1=CC(=C(C(=C1)OC)OC)OC)=O)C